C(N)(=N)C=1C=C(SC1)CNC(=O)[C@@H]1N([C@@H]2CC[C@H]1C2)C(CNC(C2=CC=C(C=C2)OC2=CC=CC=C2)=O)=O (1R,3R,4S)-N-((4-carbamimidoylthiophen-2-yl)methyl)-2-((4-phenoxybenzoyl)glycyl)-2-azabicyclo[2.2.1]heptane-3-carboxamide